Tert-butyl 5-(5-(trifluoromethyl) pyrimidin-2-yl)-2,5-diazabicyclo[2.2.1]heptane-2-carboxylate FC(C=1C=NC(=NC1)N1C2CN(C(C1)C2)C(=O)OC(C)(C)C)(F)F